[N+](=O)([O-])C=1C=C(C=C(C1)CO)CO (5-nitro-1,3-phenylene)dimethanol